(S,Z)-1-((4-(2-chloro-4-fluorophenyl)-6-(trifluoromethyl)pyridin-3-yl)sulfonyl)-4-fluoro-N-(4-(methylsulfonyl)but-3-en-2-yl)piperidine-4-carboxamide ClC1=C(C=CC(=C1)F)C1=C(C=NC(=C1)C(F)(F)F)S(=O)(=O)N1CCC(CC1)(C(=O)N[C@@H](C)\C=C/S(=O)(=O)C)F